(19R)-3-cyclobutyl-16-fluoro-19-methyl-20-oxa-3,4,9,11,12,23-hexaazapentacyclo[19.3.1.02,6.08,12.013,18]pentacosa-1(24),2(6),4,8,10,13,15,17,21(25),22-decaen-22-amine C1(CCC1)N1C=2C3=CN=C(C(O[C@@H](C4=CC(=CC=C4N4N=CN=C4CC2C=N1)F)C)=C3)N